CC1NCCC(C1)C(=O)O 2-methyl-piperidine-4-carboxylic acid